1-amino-3-((tert-butyldiphenylsilyl)oxy)propan-2-ol trifluoroacetate FC(C(=O)O)(F)F.NCC(CO[Si](C1=CC=CC=C1)(C1=CC=CC=C1)C(C)(C)C)O